(2R,4R)-4-((6-((1-(tert-butyl)-5-methyl-1H-pyrazol-3-yl)amino)-3-fluoro-4-methylpyridin-2-yl)methyl)-1-(3-chloro-2-fluorobenzyl)-2-methylpiperidine-4-carboxylic acid tert-butyl ester C(C)(C)(C)OC(=O)[C@]1(C[C@H](N(CC1)CC1=C(C(=CC=C1)Cl)F)C)CC1=NC(=CC(=C1F)C)NC1=NN(C(=C1)C)C(C)(C)C